N-(4-((2-(1,1-difluoroethyl)-6-(3-fluoropyridin-4-yl)pyrimidin-4-yl)amino)-5-methoxypyridin-2-yl)acetamide FC(C)(F)C1=NC(=CC(=N1)NC1=CC(=NC=C1OC)NC(C)=O)C1=C(C=NC=C1)F